OC1=C(C=CC(=C1)C(F)(F)F)C1=C(C2=C(N=N1)N(C=N2)C2C1CCC(CC2)N1C(=O)[O-])C 2-(3-(2-hydroxy-4-(trifluoromethyl)phenyl)-4-methyl-7H-imidazo[4,5-c]pyridazin-7-yl)-8-azabicyclo[3.2.1]octane-8-carboxylate